NN1C(=C(C(=C1)Cl)C)C(=O)OCC ethyl 1-amino-4-chloro-3-methyl-1H-pyrrole-2-carboxylate